ClC1=CC2=C(N=CN(C2=O)CC2(CCN(CC2)C(=O)C2=CN=C(O2)C2CC2)O)N1C1=CC(=CC=C1)C=1C=NN(C1)C 6-Chloro-3-((1-(2-cyclopropyloxazole-5-carbonyl)-4-hydroxypiperidin-4-yl)methyl)-7-(3-(1-methyl-1H-pyrazol-4-yl)phenyl)-3H-pyrrolo[2,3-d]pyrimidin-4(7H)-one